acryloyloxyethyl-(4-benzoylbenzyl)dimethyl-ammonium bromide [Br-].C(C=C)(=O)OCC[N+](C)(C)CC1=CC=C(C=C1)C(C1=CC=CC=C1)=O